3-triethoxysilyl-N-(1,3-dimethyl-butyliden)propylamine C(C)O[Si](CCCN=C(CC(C)C)C)(OCC)OCC